6-(2-((6-(1,1-difluoroethyl)-2-methylpyridin-3-yl)sulfonyl)-2-azaspiro[3.3]hept-6-yl)-2-oxa-6-azaspiro[3.3]heptane FC(C)(F)C1=CC=C(C(=N1)C)S(=O)(=O)N1CC2(C1)CC(C2)N2CC1(COC1)C2